O=C1NC(CCC1N1C(C2=CC=CC(=C2C1)CNC(C(=O)C=1SC(=CC1)C(C)C)=O)=O)=O N-((2-(2,6-dioxopiperidin-3-yl)-1-oxoisoindolin-4-yl)methyl)-2-(5-isopropylthiophen-2-yl)-2-oxoacetamide